BrC1=CC=C(C(=N1)OC1COC1)NC(=O)C=1C(=NOC1C)C1=CC=C(C=C1)F N-[6-bromo-2-(oxetan-3-yloxy)-3-pyridinyl]-3-(4-fluorophenyl)-5-methyl-isoxazole-4-carboxamide